(S)-quinuclidin-3-yl((R)-5-(4-chloro-3-isopropoxyphenyl)-6-fluoro-2,2-dimethyl-2,3-dihydro-1H-inden-1-yl)carbamate N12C[C@H](C(CC1)CC2)OC(N[C@@H]2C(CC1=CC(=C(C=C21)F)C2=CC(=C(C=C2)Cl)OC(C)C)(C)C)=O